ClC1=C(C(=CC=C1)C)N1N=CC2=C1COC[C@@H]2NC(C2=NC=C(C(=C2)C)C)=O (R)-N-(1-(2-chloro-6-methylphenyl)-1,4,5,7-tetrahydropyrano[3,4-c]pyrazol-4-yl)-4,5-dimethylpicolinamide